tert-butyl (cyclopropylmethyl)((3R)-1-(1-(1-(4-(6-(dimethylamino)pyrazin-2-yl)-1H-1,2,3-triazol-1-yl) ethyl)-2-oxo-1,2-dihydropyridin-4-yl)piperidin-3-yl)carbamate C1(CC1)CN(C(OC(C)(C)C)=O)[C@H]1CN(CCC1)C1=CC(N(C=C1)C(C)N1N=NC(=C1)C1=NC(=CN=C1)N(C)C)=O